O,O-Diethyl O-[3,5-Dichloro-6-[(2-carboxyethyl)thio]-2-pyridyl] Phosphorothioate P(OCC)(OCC)(OC1=NC(=C(C=C1Cl)Cl)SCCC(=O)O)=S